C(C)OC(=O)C1CCC(C=2C3=CC(=CC=C3NC12)Cl)F 6-chloro-4-fluoro-2,3,4,9-tetrahydro-1H-carbazole-1-carboxylic acid ethyl ester